FC1=C(CNC=2C=CC(=NC2)N2N=C(C=C2C2=NN(C(O2)=O)C)C(F)F)C(=CC=C1)F 5-(1-(5-((2,6-Difluorobenzyl)amino)pyridin-2-yl)-3-(difluoromethyl)-1H-pyrazol-5-yl)-3-methyl-1,3,4-oxadiazol-2(3H)-one